NC1=NN=C2N1C1=CC=C(C=C1C(N2CCC2=CC=CC=C2)=O)F 1-amino-7-fluoro-4-phenethyl-[1,2,4]triazolo[4,3-a]quinazolin-5(4H)-one